[N+](=O)([O-])C1=C(N)C(=CC(=C1)[N+](=O)[O-])C#N 2,4-dinitro-6-cyanoaniline